CNC(C1=NC=C(C=C1)N1CCN(CC1)CC1=CC=C2C3(N(C(NC2=C1)=O)C)CC3)=O N-methyl-5-(4-((3'-methyl-2'-oxo-2',3'-dihydro-1'H-spiro[cyclopropane-1,4'-quinazolin]-7'-yl)methyl)piperazin-1-yl)picolinamide